methyl [(8R,9aR)-3-nitro-5-oxo-8,9,9a,10-tetrahydro-5H,7H-pyrido[3,2-f]pyrrolo[2,1-c][1,4]oxazepin-8-yl]carbamate [N+](=O)([O-])C1=CC=2C(N3[C@@H](COC2N=C1)C[C@H](C3)NC(OC)=O)=O